C(C=C)O[C@@H]1C[C@H](N(CC1)C(=O)OC(C)(C)C)C1=C(C=C(C=C1)C(=O)OC)OCCCCC=C tert-butyl (2S,4S)-4-(allyloxy)-2-(2-(hex-5-en-1-yloxy)-4-(methoxycarbonyl) phenyl)piperidine-1-carboxylate